(2'S,3S,4'S,5'R)-6-chloro-4'-(3-chloro-2-fluorophenyl)-N-(4-(dimethylphosphoryl)-2-methoxyphenyl)-2'-neopentylspiro[indoline-3,3'-pyrrolidine]-5'-carboxamide ClC1=CC=C2C(=C1)NC[C@@]21[C@@H](N[C@H]([C@@H]1C1=C(C(=CC=C1)Cl)F)C(=O)NC1=C(C=C(C=C1)P(=O)(C)C)OC)CC(C)(C)C